OC1=C(C=CC=C1)C=1OC2=C(N1)C=CC=C2 (2'-hydroxyphenyl)benzoxazole